N-((3R,4S)-3-Methyl-1-(methylsulfonyl)piperidin-4-yl)-5-propoxy-6-(1H-pyrazol-4-yl)-[1,2,4]triazolo[1,5-a]pyridin-2-amine C[C@@H]1CN(CC[C@@H]1NC1=NN2C(C=CC(=C2OCCC)C=2C=NNC2)=N1)S(=O)(=O)C